ethyl 4-(((2S,4S)-1-(tert-butoxycarbonyl)-2-(2-((tert-butyldimethylsilyl)oxy)ethyl)piperidin-4-yl)amino)-2,6-dichloro-7-(8-cyanoisoquinolin-1-yl)-8-fluoroquinoline-3-carboxylate C(C)(C)(C)OC(=O)N1[C@@H](C[C@H](CC1)NC1=C(C(=NC2=C(C(=C(C=C12)Cl)C1=NC=CC2=CC=CC(=C12)C#N)F)Cl)C(=O)OCC)CCO[Si](C)(C)C(C)(C)C